dimethyl-Para-chlorophenol CC=1C(=C(C=CC1Cl)O)C